methyl 2-((4S)-6-(4-chlorophenyl)-1-methyl-4H-benzo[f][1,2,4]triazolo[4,3-a][1,4]diazepin-4-yl)acetate ClC1=CC=C(C=C1)C1=N[C@H](C=2N(C3=C1C=CC=C3)C(=NN2)C)CC(=O)OC